BrC1=NC=CC(=C1)C1=CC(=NN1)C1=CC=C(N)C=C1 4-[5-(2-bromopyridin-4-yl)-1H-pyrazol-3-yl]aniline